F[C@@H]1[C@@H](S[C@@H]([C@H]1O)CO)N1C(=O)N=C(N)C=C1 1-(2-deoxy-2-fluoro-4-thio-beta-D-arabinofuranosyl)cytosine